(2-methylquinoline-5-sulfonyl)-4-phenyloxolane-2-carboxamide CC1=NC=2C=CC=C(C2C=C1)S(=O)(=O)C1(OCC(C1)C1=CC=CC=C1)C(=O)N